Cl.ClC1=C(C=CC=C1B1OCC(CO1)(C)C)CN [2-chloro-3-(5,5-dimethyl-1,3,2-dioxaborinan-2-yl)phenyl]methanamine hydrochloride